C(C)(C)(C)OC(=O)N1[C@H]([C@H](C(C1)(F)F)N)CC1=C(C(=CC=C1)Cl)F.BrC=1C=C2C3(C(N(C2=CC1)C)=O)C(C3)(C3=CC=C(C=C3)C)C3=CC=C(C=C3)C 5'-bromo-1'-methyl-2,2-di-p-tolyl-spiro[cyclopropane-1,3'-indol]-2'-one tert-butyl-(2S,3R)-3-amino-2-[(3-chloro-2-fluorophenyl)methyl]-4,4-difluoropyrrolidine-1-carboxylate